CC(C)(\C=C\C1=C(C=C(C=C1OC)OC)OC)O (E)-2-methyl-4-(2,4,6-trimethoxyphenyl)but-3-en-2-ol